C(#N)C1=C(C(=NC(=C1)CC1=C(C=CC=C1C)F)C(CCC(=O)O)=O)O 4-[4-Cyano-6-(2-fluoro-6-methyl-benzyl)-3-hydroxy-pyridin-2-yl]-4-oxo-butyric acid